methyl-β-D-glucopyranuronic acid C[C@]1(O)[C@H](O)[C@@H](O)[C@H](O)[C@H](O1)C(=O)O